N(=C=S)[C@H]1CN(CCC1)C(=O)OCC1=CC=CC=C1 benzyl (3R)-3-isothiocyanatopiperidine-1-carboxylate